COC1=CC=C(C=C1)C=1C2=C(OCC1)C=CC1=CC(=C(C=C12)C(=O)OC)O 4-methoxyphenyl-8-hydroxy-9-methoxycarbonyl-3H-naphtho[2,1-b]pyran